1-(5-((5-chloro-4-(1-cyclobutylpiperidin-3-yl)pyrimidin-2-yl)amino)pyridin-3-yl)pyrrolidin-2-one ClC=1C(=NC(=NC1)NC=1C=C(C=NC1)N1C(CCC1)=O)C1CN(CCC1)C1CCC1